C(C)(C)(C)N[C@@H]1CN(CC1)C=1C=C2C=CC(=NC2=NC1)C=1N(N=C2C=C(C=CC12)O)C 6-[(3S)-3-(tert-butylamino)pyrrolidin-1-yl]-1,8-naphthyridin-2-yl-2-methylindazol-6-ol